N-(4-(3-iodopropoxy)phenyl)-N-methylacetamide ICCCOC1=CC=C(C=C1)N(C(C)=O)C